C(C)(C)(C)C1=CC(=C(C=C1Cl)C=1NC2=C(C=NC=C2C(C1C(=O)O)=O)C)C 2-(4-tert-butyl-5-chloro-2-methyl-phenyl)-8-methyl-4-oxo-1H-1,6-naphthyridine-3-carboxylic acid